(4-(((3-(2-methoxyethoxy)piperidin-1-yl)sulfonyl)methyl)cyclohexyl)(methyl)amino-1H-pyrrole COCCOC1CN(CCC1)S(=O)(=O)CC1CCC(CC1)C=1N(C=CC1)NC